NC1=NC=2C=CC(=CC2C2=C1[C@H](OC2)C)C(=O)N(CC2=NC=C(C=C2)C(F)(F)F)CC[C@@H]2C[C@H](C2)O (3R)-4-amino-N-(2-(trans-3-hydroxycyclobutyl)ethyl)-3-methyl-N-((5-(trifluoromethyl)-2-pyridinyl)methyl)-1,3-dihydrofuro[3,4-c]quinoline-8-carboxamide